(Z)-2-cyano-N,N-diethyl-3-(3-fluoro-4-hydroxy-5-(trifluoromethyl)phenyl)-3-hydroxyacrylamide C(#N)/C(/C(=O)N(CC)CC)=C(/O)\C1=CC(=C(C(=C1)C(F)(F)F)O)F